N,3-Diphenyl-6-(trifluoromethyl)-5,6-dihydroindazolo[3,2-a]isoquinolin-6-amine C1(=CC=CC=C1)NC1(N2C(C=3C=CC(=CC3C1)C1=CC=CC=C1)=C1C=CC=CC1=N2)C(F)(F)F